1,2-bisbehenyl-sn-glycero-3-phosphorylcholine C(CCCCCCCCCCCCCCCCCCCCC)OC[C@@H](OCCCCCCCCCCCCCCCCCCCCCC)COP(=O)(O)OCC[N+](C)(C)C